FC(C=1C=CC(=NC1)C1=CC=C(C=C1)C(CCC)N1N=CC2=CC(=CC=C12)C(=O)NCCC(=O)O)(F)F 3-(1-(1-(4-(5-(trifluoromethyl)pyridin-2-yl)phenyl)butyl)-1H-indazole-5-carboxamido)propionic acid